benzidinedisulfonate C=1(C(=C(C(N)=CC1)S(=O)(=O)[O-])S(=O)(=O)[O-])C1=CC=C(N)C=C1